N1(CCCCCC1)C(=O)C1=CC2=C(N3C(S2)=NC(=C3)C3=CC=C(C=C3)OCC)C=C1 azepan-1-yl(2-(4-ethoxyphenyl)benzo[d]imidazo[2,1-b]thiazol-7-yl)methanone